OC1=C(C=C(C=C1)C=[N+](C(C)C)[O-])OC 1-(4-hydroxy-3-methoxyphenyl)-N-isopropylmethanimine oxide